β-methyl-o-methylstyrene CC=CC1=C(C=CC=C1)C